NC1=CC=C(C=N1)C=1C=C(SC1)CNC(=O)[C@H]1N(CC2(OCCO2)C1)C(CNC(C1=CC=C(C=C1)OC1=CC=C(C=C1)F)=O)=O (S)-N-((4-(6-aminopyridin-3-yl)thiophen-2-yl)methyl)-7-((4-(4-fluorophenoxy)benzoyl)glycyl)-1,4-dioxa-7-azaspiro[4.4]nonane-8-carboxamide